1-(3-(5-methoxypyridin-2-yl)-1,2,4-oxadiazol-5-yl)piperidine-4-carboxylic acid COC=1C=CC(=NC1)C1=NOC(=N1)N1CCC(CC1)C(=O)O